4-nitrophenyl (5-bromo-3-fluoro-2-(methylamino)phenyl)carbamate BrC=1C=C(C(=C(C1)NC(OC1=CC=C(C=C1)[N+](=O)[O-])=O)NC)F